tert-Butylperoxy-3,5,5-trimethylhexanoat C(C)(C)(C)OOC(C(=O)[O-])C(CC(C)(C)C)C